CCCCC/C=C\\C/C=C\\C/C=C\\C/C=C\\CCCCCCCCCCCCCC(=O)SCCNC(=O)CCNC(=O)[C@@H](C(C)(C)COP(=O)([O-])OP(=O)([O-])OC[C@@H]1[C@H]([C@H]([C@@H](O1)N2C=NC3=C(N=CN=C32)N)O)OP(=O)([O-])[O-])O The molecule is a polyunsaturated fatty acyl-CoA(4-) arising from deprotonation of the phosphate and diphosphate functions of (15Z,18Z,21Z,24Z)-triacontatetraenoyl-CoA. It is a polyunsaturated fatty acyl-CoA(4-), a very long-chain acyl-CoA(4-) and a 3-substituted propionyl-CoA(4-). It is a conjugate base of a (15Z,18Z,21Z,24Z)-triacontatetraenoyl-CoA.